3-(trifluoromethylphenyl)-3-phenyldiaziridine FC(F)(F)C1=C(C=CC=C1)C1(NN1)C1=CC=CC=C1